6-(1H-imidazol-1-yl)-4-methyl-N-(1-(oxetan-3-ylsulfonyl)piperidin-4-yl)picolinamide N1(C=NC=C1)C1=CC(=CC(=N1)C(=O)NC1CCN(CC1)S(=O)(=O)C1COC1)C